[I-].C(C)N1C=[N+](C2=C1C=CC=C2)C 1-ethyl-3-methyl-1H-1,3-benzodiazol-3-ium iodide